5,7-di-tert-butyl-3-(4-ethoxy-phenyl)benzofuran-2-one C(C)(C)(C)C=1C=C(C2=C(C(C(O2)=O)C2=CC=C(C=C2)OCC)C1)C(C)(C)C